FC(C(C(F)(F)F)(O)C1=CC=C(C=C1)C1=C(C=C(C=C1)C=O)C)(F)F 4'-(1,1,1,3,3,3-hexafluoro-2-hydroxypropan-2-yl)-2-methyl-[1,1'-biphenyl]-4-carboxaldehyde